N-ethyl-N-(piperidin-4-yl)quinolin-3-amine hydrochloride Cl.C(C)N(C=1C=NC2=CC=CC=C2C1)C1CCNCC1